FC(C=1C(=NC=CC1)CN1C(C(=CC=2C1=NC(=CN2)C)C2CCN(CC2)C2=C(C=CC=C2C)F)=O)F 5-((3-(Difluoromethyl)pyridin-2-yl)methyl)-7-(1-(2-fluoro-6-methylphenyl)piperidin-4-yl)-3-methylpyrido[2,3-b]pyrazin-6(5H)-one